Cl.C(C1=CC=CC=C1)OC1=CC=C(C(=C1N1CC(NS1(=O)=O)=O)F)C=C1CCNCC1 5-(6-(benzyloxy)-2-fluoro-3-(piperidin-4-ylidenemethyl)phenyl)-1,2,5-thiadiazolidin-3-one 1,1-dioxide hydrochloride